BrC1=CC2=C(N(C(OC2)=O)CC(C(F)(F)F)(F)F)C=N1 6-bromo-1-(2,2,3,3,3-pentafluoropropyl)-4H-pyrido[3,4-d][1,3]oxazin-2-one